BrC=1C=C(CNC(CC2=CC=3N(C4=CC=CC=C4C3C=C2)C(=O)OC(C)(C)C)=O)C=CC1 tert-butyl 2-(2-((3-bromobenzyl)amino)-2-oxoethyl)-9H-carbazole-9-carboxylate